C1OCCCC12CCCCC2 2-oxaspiro[5.5]undecane